C(C)OC(C1=CC=C(C=C1)S(F)(F)(F)(F)Cl)=O.ClC(C(F)(F)S(C1=CC=C(C(=O)OCC)C=C1)(F)(F)(F)F)(F)F ethyl 4-(2-chlorotetrafluoroethyltetrafluoro-λ6-sulfanyl)benzoate Ethyl-4-(chlorotetrafluoro-λ6-sulfanyl)benzoate